6-[2-(diethoxyphosphoryl) ethyl]Dioxane-3-acetate C(C)OP(=O)(OCC)CCC1COC(CO1)CC(=O)[O-]